NC(CN(CC(N)N)CC(N)N)N 2-N,2-N-bis(2,2-diaminoethyl)ethane-1,1,2-triamine